BrC1=NN2C(N(CCC2)C2=NC(=NC=C2)N)=C1 4-(2-Bromo-6,7-dihydropyrazolo[1,5-a]pyrimidin-4(5H)-yl)pyrimidin-2-amine